IC=1SC(=CC1)C1=CC2=C(S1)C=CC(=C2)N(C2=CC=CC=C2)C2=CC=C(C=C2)C2=CC=CC=C2 2-iodo-5-[5-{(N-biphenyl-4-yl)-N-phenyl-amino}benzo[b]thiophen-2-yl]-thiophene